sodium (S)-3-(3-(1H-pyrazol-1-yl)phenyl)-3-(3-(1-methyl-4-oxido-2-oxo-1,2-dihydropyridin-3-yl)ureido)propanoate N1(N=CC=C1)C=1C=C(C=CC1)[C@H](CC(=O)[O-])NC(=O)NC=1C(N(C=CC1[O-])C)=O.[Na+].[Na+]